C(C1=CC=CC=C1)S(=O)(=O)C1(C=CC(C[C@]2([C@@](O)(O[C@@H]([C@H]([C@@]2(O)CC=2CC(C=CC2)=O)O)CO)C(C=O)=O)O)C(C1)=O)OC p-toluenesulfonyl-3-oxo-benzyl-6-oxo-p-methoxybenzyl-2-oxo-acetyl-alpha-D-mannose